C(C)(C)(C)OC(=O)NCCCC1=C(C=CC(=C1)F)NC1=C(C(=O)OC)C=C(C(=C1)Cl)F methyl 2-((2-(3-((tert-butoxycarbonyl) amino) propyl)-4-fluorophenyl) amino)-4-chloro-5-fluoro-benzoate